ClC=1C=CC(=C(C(=O)NC2=CC=C(C=C2)OC)C1)O 5-chloro-2-hydroxy-N-(4-methoxyphenyl)benzamide